tert-butyl 4-[[4-[3-(2,6-dioxo-3-piperidyl)-1-methyl-indazol-6-yl]piperazin-1-yl]methyl]-4-hydroxy-piperidine-1-carboxylate O=C1NC(CCC1C1=NN(C2=CC(=CC=C12)N1CCN(CC1)CC1(CCN(CC1)C(=O)OC(C)(C)C)O)C)=O